2-[4-[3-[(4-Cyano-2-fluoro-phenyl)methoxy]-4-fluoro-phenyl]-2-fluoro-phenyl]acetic acid ethyl ester C(C)OC(CC1=C(C=C(C=C1)C1=CC(=C(C=C1)F)OCC1=C(C=C(C=C1)C#N)F)F)=O